tert-butyl 5-oxo-2-[[2-oxo-1-(3-pyridyl)-2-(tetrahydropyran-4-ylamino)ethyl]-[4-(pentafluoro-λ6-sulfanyl)phenyl]carbamoyl]piperazine-1-carboxylate O=C1NCC(N(C1)C(=O)OC(C)(C)C)C(N(C1=CC=C(C=C1)S(F)(F)(F)(F)F)C(C(NC1CCOCC1)=O)C=1C=NC=CC1)=O